O=C1NC(CCC1NC1=CC(=C(C=C1C)N1CCN(CC1)CCC1CCN(CC1)NC(OC(C)(C)C)=O)F)=O tert-butyl (4-(2-(4-(4-((2,6-dioxopiperidin-3-yl)amino)-2-fluoro-5-methylphenyl)piperazin-1-yl)ethyl)piperidin-1-yl)carbamate